4-((2'-(((1-(3,5-bis(trifluoromethyl)phenyl)-1-hydroxypropan-2-yl)(isopropyl)amino)methyl)-6-Methoxy-4,4'-dimethyl-[1,1'-biphenyl]-3-yl)oxy)butanoic acid FC(C=1C=C(C=C(C1)C(F)(F)F)C(C(C)N(C(C)C)CC1=C(C=CC(=C1)C)C1=CC(=C(C=C1OC)C)OCCCC(=O)O)O)(F)F